CC(C)(C)NC(=O)[SiH](C)C N-(1,1-dimethylethyl)dimethylsilanecarboxamide